3-(6-Bromo-3-methoxymethyl-pyridin-2-ylcarbamoyl)-5-methyl-2-azabicyclo[3.1.0]hexane-2-carboxylic acid tert-butyl ester C(C)(C)(C)OC(=O)N1C2CC2(CC1C(NC1=NC(=CC=C1COC)Br)=O)C